Benzyl (2R,3S)-3-(2-hydroxypropan-2-yl)-2-methylpiperidine-1-carboxylate OC(C)(C)[C@@H]1[C@H](N(CCC1)C(=O)OCC1=CC=CC=C1)C